2-(((1R)-1-(2-cyano-3-(3-(4-cyanophenyl)-3,8-diazabicyclo[3.2.1]octan-8-yl)-7-methylquinoxalin-5-yl)ethyl)amino)benzoic acid C(#N)C1=NC2=CC(=CC(=C2N=C1N1C2CN(CC1CC2)C2=CC=C(C=C2)C#N)[C@@H](C)NC2=C(C(=O)O)C=CC=C2)C